di-hydroxyethyl-ethylenediamine OC(CNCCN)O